(N-Boc-2-pyrrolyl)dimethyl-silanol Ethyl-2-(2,3-dimethyl-4-((4-(4-(trifluoromethyl)phenyl)piperazin-1-yl)methyl)phenoxy)-2-methylpropionate C(C)CC(C(=O)O)(C)OC1=C(C(=C(C=C1)CN1CCN(CC1)C1=CC=C(C=C1)C(F)(F)F)C)C.C(=O)(OC(C)(C)C)N1C(=CC=C1)[Si](O)(C)C